C(C1=CC=CC=C1)OC1(C2=NN=C(C3=C(C=C(C(S(CCC=CC1)(=O)=O)=N3)C(F)(F)F)NC(OC(C)(C)C)=O)O2)C(F)(F)F tert-butyl N-[6-benzyloxy-12,12-dioxo-6,14-bis(trifluoromethyl)-18-oxa-12λ6-thia-3,4,17-triazatricyclo[11.3.1.12,5]octadeca-1(16),2,4,8,13(17),14-hexaen-16-yl]carbamate